[N-](S(=O)(=O)C(F)(F)F)S(=O)(=O)C(F)(F)F.C(CC)N1CCCCC1 propylpiperidine bis(trifluoromethylsulfonyl)imide salt